C(C=C)OC1=CC=C(C(=C1C1CC2=NN(C(N2C1)=O)C1CCN(CC1)C(C)C)Cl)Cl 6-(6-(allyloxy)-2,3-dichlorophenyl)-2-(1-isopropylpiperidin-4-yl)-2,5,6,7-tetrahydro-3H-pyrrolo[2,1-c][1,2,4]triazol-3-one